7-bromobenzo[C][1,2,5]thiadiazole-4-carbaldehyde BrC1=CC=C(C=2C1=NSN2)C=O